((4'-methyl-[1,1'-biphenyl]-4-yl)oxy)-1H-1,2,3-triazole-4-carboxylic acid CC1=CC=C(C=C1)C1=CC=C(C=C1)ON1N=NC(=C1)C(=O)O